7-chloro-5-cyclopropyl-3-isopropylpyrazolo[1,5-a]pyrimidine ClC1=CC(=NC=2N1N=CC2C(C)C)C2CC2